NCC1(C2CCN(CC12)C1=CN=C2C(=N1)NN=C2C2=C1C=CC=NC1=C(C=C2)C#N)C2=NOC(=C2)C 5-[6-[7-(aminomethyl)-7-(5-methyl-1,2-oxazol-3-yl)-3-azabicyclo[4.1.0]heptan-3-yl]-1H-pyrazolo[3,4-b]pyrazin-3-yl]quinoline-8-carbonitrile